O1CCN(CC1)CCNC(OC1CCC2C3CCC4CCCC4C3CCC2C1)=O hexadecahydro-1H-cyclopenta[a]phenanthren-3-yl (2-morpholinoethyl)carbamate